(2S,3S)-N-[[2-Methoxy-5-(1H-tetrazol-1-yl)phenyl]methyl]-3-piperidinamine COC1=C(C=C(C=C1)N1N=NN=C1)CN[C@@H]1CNCCC1